naphthoporphine C12=CC=C(N1)C=C1C=CC(=N1)C=C1C=CC(N1)=CC=1C3=C(C(N1)=C2)C=CC2=CC=CC=C23